2-benzyl-2-azaspiro[3.3]heptan-6-yl (2R,6S)-4-(5-ethoxypyrimidin-2-yl)-2,6-dimethylpiperazine-1-carboxylate C(C)OC=1C=NC(=NC1)N1C[C@H](N([C@H](C1)C)C(=O)OC1CC2(CN(C2)CC2=CC=CC=C2)C1)C